3,6-dihydroxy-2-toluenesulfonic acid OC1=C(C(C)=C(C=C1)O)S(=O)(=O)O